1-(((3S)-1-((3-(1H-pyrrol-1-yl)-1-azetidinyl)sulfonyl)-3-piperidinyl)carbonyl)-N-(4-(trifluoromethyl)benzyl)-D-prolinamide N1(C=CC=C1)C1CN(C1)S(=O)(=O)N1C[C@H](CCC1)C(=O)N1[C@H](CCC1)C(=O)NCC1=CC=C(C=C1)C(F)(F)F